ClC=1C=2N(C(=CN1)C)N=CN2 8-chloro-5-methyl-[1,2,4]triazolo[1,5-a]pyrazine